rac-4-methyl-3-((3ar,5r,7s,7ar)-1,3,3,7-tetramethyl-octahydrobenzo[c]isoxazol-5-yl)benzonitrile CC1=C(C=C(C#N)C=C1)[C@H]1C[C@@H]2[C@H](N(OC2(C)C)C)[C@H](C1)C |r|